aluminum 2,2'-methylenebis(4,6-di-tert-butylphenoxy) phosphate P1(=O)(OOC2=C(C=C(C=C2C(C)(C)C)C(C)(C)C)CC2=C(OO1)C(=CC(=C2)C(C)(C)C)C(C)(C)C)[O-].[Al+3].C2C1=C(OOP(=O)(OOC3=C2C=C(C=C3C(C)(C)C)C(C)(C)C)[O-])C(=CC(=C1)C(C)(C)C)C(C)(C)C.C1C3=C(OOP(=O)(OOC2=C1C=C(C=C2C(C)(C)C)C(C)(C)C)[O-])C(=CC(=C3)C(C)(C)C)C(C)(C)C